1-phenyl-4-(2-(piperazin-1-yl)ethyl)piperazine C1(=CC=CC=C1)N1CCN(CC1)CCN1CCNCC1